3-{2-cyano-1-[4-(7H-pyrrolo-[2,3-d]pyrimidin-4-yl)-1H-pyrazol-1-yl]ethyl}-N-(tetrahydrofuran-2-yl-methyl)benzenesulfonamide C(#N)CC(N1N=CC(=C1)C=1C2=C(N=CN1)NC=C2)C=2C=C(C=CC2)S(=O)(=O)NCC2OCCC2